C(C)(C)(C)OC(N[C@@H]1[C@H](CN(CC1)C1=NC=C(C=C1)C1=C2C=CC=NC2=CC(=N1)Cl)O)=O ((3S,4S)-1-(5-(7-chloro-1,6-naphthyridin-5-yl)pyridin-2-yl)-3-hydroxypiperidin-4-yl)carbamic acid tert-butyl ester